C(C)OC(=O)C1=C(N2C(S1)=NCC2)C=2OC1=C(C2)C=C(C=C1)O 3-(5-hydroxy-1-benzofuran-2-yl)-5H,6H-imidazo[2,1-b][1,3]thiazole-2-carboxylic acid ethyl ester